(1R,3S,5R)-2-(2-(3-acetyl-5-(2-methylpyrimidin-5-yl)-1H-indazol-1-yl)acetyl)-N-(6-bromo-4-phenylpyridin-2-yl)-5-methyl-2-azabicyclo[3.1.0]hexane-3-carboxamide C(C)(=O)C1=NN(C2=CC=C(C=C12)C=1C=NC(=NC1)C)CC(=O)N1[C@@H]2C[C@@]2(C[C@H]1C(=O)NC1=NC(=CC(=C1)C1=CC=CC=C1)Br)C